FC=1C=C(C=NC1)NC1=NC(=NC(=N1)C1=NC(=CC=C1)C(F)(F)F)NCC(C)(O)C 1-(4-(5-fluoropyridin-3-ylamino)-6-(6-(trifluoromethyl)pyridin-2-yl)-1,3,5-triazin-2-ylamino)-2-methylpropan-2-ol